N=C1N(C2=C(C=NC=3C=CC(=CC23)C2=CC=CC=C2)N1C)C=1C=C(C#N)C=CC1C 3-(2-Imino-3-methyl-8-phenyl-2,3-dihydro-1H-imidazo[4,5-c]quinolin-1-yl)-4-methylbenzonitrile